BrC1=CC(=C(C=2N=C(OC21)N2CC1CCC(C2)N1C(=O)OC(C)(C)C)OC(F)(F)F)Cl tert-Butyl 3-(7-bromo-5-chloro-4-(trifluoromethoxy)benzo[d]oxazol-2-yl)-3,8-diazabicyclo[3.2.1]octane-8-carboxylate